C(#CP([O-])(=O)[O-])P([O-])(=O)[O-] acetylene-1,2-bisphosphonate